FC(C1=CC=C(C=C1)[Si](OCC)(OCC)OCC)(F)F 4-(trifluoromethyl)phenyltriethoxysilane